FC(OC1=CC=CC=2C(N([C@H]3C=4N([C@@H](C21)C3)C3=C(N4)C=CC(=C3)C#CC3OCCCC3)C([2H])([2H])[2H])=O)F (7R,14R)-1-(difluoromethoxy)-6-(methyl-d3)-11-((tetrahydro-2H-pyran-2-yl)ethynyl)-6,7-dihydro-7,14-methanobenzo[f]benzo[4,5]imidazo[1,2-a][1,4]diazocin-5(14H)-one